C(C)(C)(C)C1(N(CCNC1)C(=O)[O-])C[C@H]1COC2=C(C=C3C(=NC=NC3=C2)NC2=C(C(=CC=C2)Br)F)O1 tert-Butyl[[(7S)-4-(3-bromo-2-fluoroanilino)-7,8-dihydro[1,4]dioxino[2,3-g]quinazolin-7-yl]methyl]piperazine-1-carboxylate